5-(4-fluorophenyl)-N-[3-fluoro-4-[[7-(trifluoromethyl)-1,5-naphthyridin-4-yl]oxy]phenyl]-4-hydroxy-6-methylpyridine-3-carboxamide FC1=CC=C(C=C1)C=1C(=C(C=NC1C)C(=O)NC1=CC(=C(C=C1)OC1=CC=NC2=CC(=CN=C12)C(F)(F)F)F)O